(2R,3S,4S,5R)-4-[[4-Cyclopropyl-3-(3,4-Difluoro-2-methoxy-phenyl)-5-methyl-5-(trifluoromethyl)tetrahydrofuran-2-carbonyl]amino]pyridin-2-carboxamid C1(CC1)[C@H]1[C@H]([C@@H](O[C@]1(C(F)(F)F)C)C(=O)NC1=CC(=NC=C1)C(=O)N)C1=C(C(=C(C=C1)F)F)OC